C=CC=CCCCCCC decadien